[Ge].[Si].[In].[C] carbon indium silicon germanium